[Si](C)(C)(C(C)(C)C)OCCCOC=1C=C2C(=NC=NN2C1)C1=CC(=C(C=C1)CNC(OC(C)(C)C)=O)C tert-butyl N-[[4-[6-[3-[tert-butyl(dimethyl)silyl]oxypropoxy]pyrrolo[2,1-f][1,2,4]triazin-4-yl]-2-methyl-phenyl]methyl]carbamate